FC=1C(=CC(=NC1)OC)C1=CC(=NN1COCC[Si](C)(C)C)C(=O)N1C2(CC2)CC(CC1)C(=O)OC methyl 4-[5-(5-fluoro-2-methoxypyridin-4-yl)-1-[[2-(trimethylsilyl)ethoxy]methyl]pyrazole-3-carbonyl]-4-azaspiro[2.5]octane-7-carboxylate